2-[2-[(2-aminoethyl)-sulfanyl]-1,3-dimethyl-guanidino]acetic acid NCCSN=C(N(C)CC(=O)O)NC